[4-(2,4-dichlorobenzenesulfonylamino)-1-piperazinyl]Benzothiazole-6-carboxylic acid ethyl ester C(C)OC(=O)C1=CC2=C(N=C(S2)N2CCN(CC2)NS(=O)(=O)C2=C(C=C(C=C2)Cl)Cl)C=C1